O=C1NC(CCC1N1C(C2=CC=C(C=C2C1)N1CCN(CC1)CCC1CCN(CC1)C1=CC=C(C=C1)\C(=C(\CC)/C1=CC=CC=C1)\C1=CC=C(C=C1)B(O)O)=O)=O (Z)-(4-(1-(4-(4-(2-(4-(2-(2,6-dioxopiperidin-3-yl)-1-oxoisoindolin-5-yl)piperazin-1-yl)ethyl)piperidin-1-yl)phenyl)-2-phenylbut-1-en-1-yl)phenyl)boronic acid